3-(4-amino-2-fluorophenyl)-4-chloro-2-methylpyridine 1-oxide NC1=CC(=C(C=C1)C=1C(=[N+](C=CC1Cl)[O-])C)F